C1(=CC=CC=C1)[C@@H](C)N.O=C1N(C[C@@H](C1)CCC)[C@H](C(=O)O)CC (S)-2-((R)-2-oxo-4-propylpyrrolidinyl)butyric acid R-(+)-alpha-phenylethylamine salt